IC=1N(C2=CC=CC(=C2C1)N[C@H]1CN(CC[C@@H]1O)C)CC(F)(F)F (3S,4S)-3-((2-iodo-1-(2,2,2-trifluoroethyl)-1H-indol-4-yl)amino)-1-methylpiperidin-4-ol